[4-(difluoromethyl)oxazol-5-yl]methanone FC(C=1N=COC1C=O)F